tert-butyl (3R)-3-[7-bromo-2-chloro-8-fluoro-6-(trifluoromethyl) quinazolin-4-yl]oxopyrrolidine-1-carboxylate BrC1=C(C=C2C(=NC(=NC2=C1F)Cl)[C@@H]1C(N(CC1)C(=O)OC(C)(C)C)=O)C(F)(F)F